bis(hydroxymethyl)aminoethane OCN(CO)CC